(2S)-2-((5R)-3,5-dihydroxy-3-(trifluoromethyl)piperidin-1-yl)-N-(5-fluoropyridin-2-yl)propanamide OC1(CN(C[C@@H](C1)O)[C@H](C(=O)NC1=NC=C(C=C1)F)C)C(F)(F)F